2-[4-[[1-(2,6-dibenzyloxy-3-pyridyl)-3-methyl-2-oxo-benzimidazol-5-yl]amino]-3-fluoro-phenyl]acetic acid C(C1=CC=CC=C1)OC1=NC(=CC=C1N1C(N(C2=C1C=CC(=C2)NC2=C(C=C(C=C2)CC(=O)O)F)C)=O)OCC2=CC=CC=C2